COC1=C(CNS(=O)(=O)C=2C(=CC=C(C2)[N+](=O)[O-])C2=CC=CC=C2)C=CC(=C1)OC N-(2,4-Dimethoxybenzyl)-4-nitrobiphenyl-2-sulfonamide